C(C)N1C(C2=CC(=C(C=C2C(=C1)F)C=1N=NC(=CN1)N([C@@H]1[C@@H](C2CC[C@@H](C1)N2C(=O)OC(C)(C)C)F)C)OC)=O tert-butyl (2s,3s,5s)-3-{[3-(2-ethyl-4-fluoro-7-methoxy-1-oxoisoquinolin-6-yl)-1,2,4-triazin-6-yl] (methyl) amino}-2-fluoro-8-azabicyclo[3.2.1]octane-8-carboxylate